C(C1=CC=CC=C1)N1C[C@@H](N[C@H](C1)C)C (3S,5S)-1-benzyl-3,5-dimethylpiperazine